C(OCCCl)(OCCCl)=O di(2-chloroethyl) carbonate